(5S)-1-acetyl-5-hydroxypiperidine-2,2-dicarboxylic acid disodium salt [Na+].[Na+].C(C)(=O)N1C(CC[C@@H](C1)O)(C(=O)[O-])C(=O)[O-]